C(=O)C1(OC(=CC1)C=O)N 2,5-diformylfuranamine